[N-(4-chlorobenzyl)]aminocaprylic acid ClC1=CC=C(CNC(C(=O)O)CCCCCC)C=C1